NCCN1CCC(CC1)C=1C=C(C=CC1)C=1N=C2N(C(=CN=C2N)C=2C=C(C=CC2)C)C1 (3-(1-(2-aminoethyl)piperidin-4-yl)phenyl)-5-(m-tolyl)imidazo[1,2-a]pyrazin-8-amine